3-(5-cyano-4-((3,3-difluorocyclopentyl)amino)pyridin-2-yl)-1-(6-formyl-5-((4-methyl-2-oxopiperazin-1-yl)methyl)pyridin-2-yl)-1-methylurea C(#N)C=1C(=CC(=NC1)NC(N(C)C1=NC(=C(C=C1)CN1C(CN(CC1)C)=O)C=O)=O)NC1CC(CC1)(F)F